1-methyl-5-(2-phenylethyl)pyrazole CN1N=CC=C1CCC1=CC=CC=C1